CN1N=CC(=C1)C1=NN=C(O1)C(=O)N1[C@@H](C2=C(CC1)NC=N2)C2=NN1C(C=CC=C1C)=C2 (S)-(5-(1-methyl-1H-pyrazol-4-yl)-1,3,4-oxadiazol-2-yl)(4-(7-methylpyrazolo[1,5-a]pyridin-2-yl)-6,7-dihydro-1H-imidazo[4,5-c]pyridin-5(4H)-yl)methanone